3-(pyridin-3-ylamino)-4-hydroxybenzo[d]Isoxazole N1=CC(=CC=C1)NC1=NOC2=C1C(=CC=C2)O